2-[[4-[5-(cyclopropyloxy)-2-(2H-tetrazol-5-yl)phenyl]piperazin-1-yl]methyl]-1,3-benzothiazole C1(CC1)OC=1C=CC(=C(C1)N1CCN(CC1)CC=1SC2=C(N1)C=CC=C2)C=2N=NNN2